O=C1NC(CCC1C1=NN(C2=C(C=CC=C12)OC1CCN(CC1)C(=O)C=1NC=CC1C#N)C)=O 2-(4-((3-(2,6-dioxopiperidin-3-yl)-1-methyl-1H-indazol-7-yl)oxy)piperidine-1-carbonyl)-1H-pyrrole-3-carbonitrile